C(=O)O.O=C1NC(CCC1C1=CC=C(C=C1)C1CCN(CC1)CC1CCC(CC1)C=1N=C2N(C=C(C(=C2)OC(C)C)NC(=O)C2=NC(=CC=C2)C(F)(F)F)C1)=O N-[2-[4-[[4-[4-(2,6-dioxo-3-piperidyl)phenyl]-1-piperidyl]methyl]cyclohexyl]-7-isopropoxy-imidazo[1,2-a]pyridin-6-yl]-6-(trifluoromethyl)pyridine-2-carboxamide formic acid salt